N1N=CC(=C1)C1=CC=2C=NC(=CC2N1)NC1=NC=CC=C1 2-(1H-pyrazol-4-yl)-N-(2-pyridyl)-1H-pyrrolo[3,2-c]pyridin-6-amine